IC=1C(=NN(C1)C1OCCCC1)C=O 4-iodo-1-(tetrahydro-2H-pyran-2-yl)-1H-pyrazole-3-carbaldehyde